5-Methyl-thiophene-2-sulfonic acid [3-(4-amino-7-methyl-7H-pyrrolo[2,3-d]pyrimidin-5-yl)-2-fluoro-phenyl]-amide NC=1C2=C(N=CN1)N(C=C2C=2C(=C(C=CC2)NS(=O)(=O)C=2SC(=CC2)C)F)C